BrC=1C(=NC(=NC1)SC)C(C(=O)OCC)N=C(C1=CC=CC=C1)C1=CC=CC=C1 ethyl 2-(5-bromo-2-(methylthio)pyrimidin-4-yl)-2-((diphenylmethylene)amino)acetate